ClC1=CC(=C(C=C1)C1=CC=C(C=C1)N1CCCC1)N1CC(CCC1)N1N=CC(=C1C(F)F)C(=O)O 1-{1-[4-chloro-4'-(pyrrolidin-1-yl)[biphenyl]-2-yl]piperidin-3-yl}-5-(difluoromethyl)-1H-pyrazole-4-carboxylic acid